Phenyl o-hydroxybenzoate OC1=C(C(=O)OC2=CC=CC=C2)C=CC=C1